C1(CCCCCC1)NC(OC1=CC(=C(C=C1)O)C=1C=NC=C(C1)C1=NN=NN1)=O 3-(5-(1H-tetrazol-5-yl)pyridin-3-yl)-4-hydroxyphenyl cycloheptylcarbamate